3-Amino-5-[4-[[(2-methoxybenzoyl)amino]methyl]phenyl]-1-[[(3S)-3-piperidinyl]methyl]pyrazole-4-carboxamide NC1=NN(C(=C1C(=O)N)C1=CC=C(C=C1)CNC(C1=C(C=CC=C1)OC)=O)C[C@@H]1CNCCC1